Lithium 4-((5-(tert-butoxycarbonyl)-5-azaspiro[3.5]nonan-8-yl)oxy)-2-methylthiazole-5-carboxylate C(C)(C)(C)OC(=O)N1C2(CCC2)CC(CC1)OC=1N=C(SC1C(=O)[O-])C.[Li+]